N1(CCOCC1)C1=NC2=C(N=CC=C2C(=C1)S(=O)(=O)C(C)C)C1=CC=NN1 2-(morpholin-4-yl)-4-(propan-2-ylsulfonyl)-8-(1H-pyrazol-5-yl)-1,7-naphthyridine